pentaerythritol tetrakis-(dibutylhydroxyhydrocinnamate) C(CCC)C(C(C(=O)OCC(COC(C(C(C1=CC=CC=C1)CCCC)(O)CCCC)=O)(COC(C(C(C1=CC=CC=C1)CCCC)(O)CCCC)=O)COC(C(C(C1=CC=CC=C1)CCCC)(O)CCCC)=O)(O)CCCC)C1=CC=CC=C1